C(CC)(S)S.[Na] sodium propanedithiol